ClC1=C(C=CC(=C1)Cl)N1N=C(N(C1=O)C(F)F)C 1-(2,4-dichlorophenyl)-3-methyl-4-difluoromethyl-1,2,4-triazol-5-one